5,10,15,20-tetra(4-vinylphenyl)porphyrin Tert-butyl-(2-((4-(pyrrolidin-1-yl)quinazolin-2-yl)amino)ethyl)carbamate C(C)(C)(C)N(C(O)=O)CCNC1=NC2=CC=CC=C2C(=N1)N1CCCC1.C(=C)C1=CC=C(C=C1)C=1C2=CC=C(N2)C(=C2C=CC(C(=C3C=CC(=C(C=4C=CC1N4)C4=CC=C(C=C4)C=C)N3)C3=CC=C(C=C3)C=C)=N2)C2=CC=C(C=C2)C=C